silver-cobalt oxide [Co]=O.[Ag]